N-(3-chloro-5-(methylsulfonyl)phenyl)-1-methyl-3-(pyridin-2-yl)-1H-pyrazole-5-carboxamide ClC=1C=C(C=C(C1)S(=O)(=O)C)NC(=O)C1=CC(=NN1C)C1=NC=CC=C1